FC(C(=O)O)(F)F.[C@H]12CC(C[C@H](CC1)N2)N (1R,5S)-8-azabicyclo[3.2.1]octane-3-amine trifluoroacetate